(R)-1-(4-bromo-1-methyl-1H-imidazol-2-yl)ethan-1-ol BrC=1N=C(N(C1)C)[C@@H](C)O